C1=C(C=CC2=CC=CC=C12)C(=O)N[C@@H](C(=O)N1[C@@H](CCC1)C(=O)NC(C(C(=O)NCC(=O)OC)O)C(C)C)CC1CCCCC1 methyl (3-((S)-1-((R)-2-(2-naphthamido)-3-cyclohexylpropanoyl)pyrrolidine-2-carboxamido)-2-hydroxy-4-methylpentanoyl)glycinate